3-(3-(methylbis(trimethylsiloxy)silyl)propyl)glycerol C[Si](CCCOCC(CO)O)(O[Si](C)(C)C)O[Si](C)(C)C